ethyl-α-cyano-4-hydroxycinnamate C(C)OC(C(=CC1=CC=C(C=C1)O)C#N)=O